OCCN(CCCCN1CCC1)CCCC(OCCCCCCCCCCC)=O (4-((2-hydroxyethyl)(4-oxo-4-(undecyloxy)butyl)amino)butyl)azetidine